methyl (E)-4-hydroxy-3-(((2-hydroxyethyl)imino)methyl)-5-(trifluoromethyl)benzoate OC1=C(C=C(C(=O)OC)C=C1C(F)(F)F)/C=N/CCO